ClCC=1N=C(OC1)\C=C\C1=CC=C(C=C1)C(F)(F)F (E)-4-(chloromethyl)-2-(4-(trifluoromethyl)styryl)oxazole